ClC1=C(C(=CC=C1)C)C1=NOC(=C1C=C1CC2(C1)CCN(CC2)C=2C=C1C=CC(=NC1=CC2)C(=O)O)C2CC2 6-(2-((3-(2-chloro-6-methylphenyl)-5-cyclopropylisoxazol-4-yl)methylene)-7-azaspiro[3.5]non-7-yl)quinoline-2-carboxylic acid